C(=C)C=1C=C(CBr)C=C(C1)C=C 3,5-Divinylbenzyl bromide